4-(ethylamino)-2-((2-methoxy-4-((4-morpholino-piperidin-1-yl)sulfonyl)phenyl)amino)-7H-pyrrolo[2,3-d]pyrimidine-5-carbonitrile C(C)NC=1C2=C(N=C(N1)NC1=C(C=C(C=C1)S(=O)(=O)N1CCC(CC1)N1CCOCC1)OC)NC=C2C#N